FC=1C=C(OCC=2N=NN(C2)C2=C(C(=O)N)C=C(C(=C2)OC)OC)C=CC1F 2-[4-[(3,4-Difluorophenoxy)methyl]-1H-1,2,3-triazol-1-yl]-4,5-dimethoxybenzamide